(S)-2-(4-(2-bromoacetyl)-3-fluorophenyl)pyrrolidine-1-carboxylic acid tert-butyl ester C(C)(C)(C)OC(=O)N1[C@@H](CCC1)C1=CC(=C(C=C1)C(CBr)=O)F